FC1=C(C=C(C=C1C(F)(F)F)C1=C(C=C(C=C1C)C)CCCCC=C)[C@H](CC(=O)OCC)NC([C@@H](CC=C)O)=O Ethyl (S)-3-(4-fluoro-2'-(hex-5-en-1-yl)-4',6'-dimethyl-5-(trifluoromethyl)-[1,1'-biphenyl]-3-yl)-3-((R)-2-hydroxypent-4-enamido)propanoate